propyl-4-methylbenzenesulfonate C(CC)OS(=O)(=O)C1=CC=C(C=C1)C